N-(cyclopropylmethyl)-3-hydroxy-N-methylbicyclo[1.1.1]pentane-1-carboxamide C1(CC1)CN(C(=O)C12CC(C1)(C2)O)C